4-(1-((6-((6-azaspiro[3.4]oct-6-yl)methyl)imidazo[1,2-a]pyridin-2-yl)methyl)-1H-1,2,3-triazol-4-yl)-6-(methylsiloyl)-1-(tetrahydro-2H-pyran-2-yl)-1H-indazole C1CCC12CN(CC2)CC=2C=CC=1N(C2)C=C(N1)CN1N=NC(=C1)C1=C2C=NN(C2=CC(=C1)[Si](=O)C)C1OCCCC1